Tert-butyl (1R,5S,6s)-6-[[6-(1,3-dimethylpyrazol-4-yl)pyridazin-3-yl]amino]-3-azabicyclo[3.1.0]hexane-3-carboxylate CN1N=C(C(=C1)C1=CC=C(N=N1)NC1[C@@H]2CN(C[C@H]12)C(=O)OC(C)(C)C)C